1-[4-(2,3-dihydro-1-benzofuran-7-sulfonyl)phenyl]-3-(pyridin-3-ylmethyl)urea O1CCC2=C1C(=CC=C2)S(=O)(=O)C2=CC=C(C=C2)NC(=O)NCC=2C=NC=CC2